ClC[C@@H](CC1=C(C=C(C=C1)C)Cl)NC(=NO)C1=C(N=NC(=C1)C)OC1=CC(=CC=C1)Cl |r| N-[(2RS)-1-chloro-3-(2-chloro-4-methylphenyl)propan-2-yl]-3-(3-chloro-phenoxy)-N'-hydroxy-6-methylpyridazine-4-carboximidamide